4-(3,8-diazabicyclo[3.2.1]octan-3-yl)-6,8-difluoro-7-(8-fluoro-3-hydroxynaphthalen-1-yl)-2-(((2R,7aS)-2-fluorotetrahydro-1H-pyrrolizin-7a(5H)-yl)methoxy)quinazolin-5-ol formate C(=O)OC=1C=2C(=NC(=NC2C(=C(C1F)C1=CC(=CC2=CC=CC(=C12)F)O)F)OC[C@]12CCCN2C[C@@H](C1)F)N1CC2CCC(C1)N2